O1[C@@H]2CN([C@H](C3=C1C=CC=C3)C2)C(=O)C2CCN(CC2)C(=O)OC(C)(C)C tert-butyl 4-((2S,5S)-2,3,4,5-tetrahydro-2,5-methanobenzo[f][1,4]oxazepine-4-carbonyl)piperidine-1-carboxylate